4-(2-(4-(2-acetyl-5-chlorophenyl)-5-methoxy-2-oxopyridin-1(2H)-yl)-3-(1-methylcyclopropyl)propionylamino)benzoic acid C(C)(=O)C1=C(C=C(C=C1)Cl)C1=CC(N(C=C1OC)C(C(=O)NC1=CC=C(C(=O)O)C=C1)CC1(CC1)C)=O